4-bromo-1-cyclohexanol BrC1CCC(CC1)O